N1=CC=C(C=C1)C=CC(C)[C@@H]1C(OCC/C=C/C(NCC(NCCC(O1)=O)=O)=O)=O (R,E)-4-(pyridin-4-yl)but-3-en-2-yl-1,4-dioxa-8,11-diazacyclohexadec-13-ene-2,5,9,12-tetraone